1-bromo-5-(trifluoromethyl)indan BrC1CCC2=CC(=CC=C12)C(F)(F)F